FC1=CC=C(C=C1)N1C(=C(C2=C1C=C1C(=NNC1=C2)C)C=2C=NC(=CC2)S(=O)(=O)C)C(COC)(C)C 5-(4-fluorophenyl)-6-(2-methoxy-1,1-dimethyl-ethyl)-3-methyl-7-(6-methylsulfonyl-3-pyridinyl)-1H-pyrrolo[2,3-f]indazole